C(C)C1=C(N=C(S1)C1=CC(=CC=C1)C1=NOC(=C1)[C@]1(C(N(CC1)C)=O)O)C(=O)OC (R)-Methyl 5-ethyl-2-(3-(5-(3-hydroxy-1-methyl-2-oxopyrrolidin-3-yl)isoxazol-3-yl)phenyl)thiazole-4-carboxylate